1-[(3-fluoroazetidin-3-yl)methyl]pyrrolidine dihydrochloride Cl.Cl.FC1(CNC1)CN1CCCC1